C(C)(C)(C)C1CC(C1)NC(OC1=CC=CC=C1)=O phenyl (3-(tert-butyl)cyclobutyl)carbamate